FC1(CCC1)CNCC=1C=CC=2N(C1)C=C(N2)CN2C(C1=CN=CC(=C1C=C2)C2=CC=CC=C2)=O 2-((6-((((1-fluorocyclobutyl)methyl)amino)methyl)imidazo[1,2-a]pyridin-2-yl)methyl)-5-phenyl-2,7-naphthyridin-1(2H)-one